C(C)(=O)N1CCN(CC1)C1=CC=C(C=C1)NC1=NC=C(C(=N1)NCC#C)C(=O)N 2-(4-(4-acetylpiperazin-1-yl)phenylamino)-4-(prop-2-ynylamino)pyrimidine-5-carboxamide